OC[C@H]1N(C[C@@H](C1)OS(=O)(=O)C1=CC=C(C)C=C1)C(=O)OC(C)(C)C tert-Butyl (2S,4R)-2-(hydroxymethyl)-4-(tosyloxy)pyrrolidine-1-carboxylate